ClC1=C2CCN(CC2=CC=N1)C(=O)C1=C(OC=2N=CN=C(C21)NC2(CC2)C)C 5-(5-chloro-1,2,3,4-tetrahydro-2,6-naphthyridine-2-carbonyl)-6-methyl-N-(1-methylcyclopropyl)furo[2,3-d]pyrimidin-4-amine